NC1=C2N=CN(C2=NC(=N1)Cl)C1CCC(CC1)C(=O)NC=1SC2=C(N1)CC(OC2)(C)C 4-(6-amino-2-chloro-9H-purin-9-yl)-N-(6,6-dimethyl-6,7-dihydro-4H-pyrano[4,3-d][1,3]thiazol-2-yl)cyclohexanecarboxamide